C(C)(=O)NC[C@]12C[C@H](N([C@@H]2C1)C(CN1N=C(C2=CC(=CC=C12)C=1C=NC(=NC1)C)C(C)=O)=O)C(=O)NC1=NC(=CC=C1COC)Br (1R,3S,5R)-5-(acetamidomethyl)-2-(2-(3-acetyl-5-(2-methylpyrimidin-5-yl)-1H-indazol-1-yl)acetyl)-N-(6-bromo-3-(methoxymethyl)pyridin-2-yl)-2-azabicyclo[3.1.0]hexane-3-carboxamide